C1(CC1)C(=O)NC1=CC(=C(N=N1)C(=O)NC([2H])([2H])[2H])NC1=NC=CC(=C1OC)C1=NN(N=C1)C([2H])([2H])[2H] 6-(cyclopropane-carboxamido)-4-((3-methoxy-4-(2-(methyl-d3)-2H-1,2,3-triazol-4-yl)pyridin-2-yl)amino)-N-(methyl-d3)pyridazine-3-carboxamide